(3S,10S)-7-((S)-4-propenoyl-2-methylpiperazin-1-yl)-9-chloro-3-methyl-10-(5-methyl-1H-indazol-4-yl)-5-oxo-2,3-dihydro-5H-[1,4]oxazino[2,3,4-ij]quinoline-6-carbonitrile C(C=C)(=O)N1C[C@@H](N(CC1)C1=C(C(N2C3=C(C(=C(C=C13)Cl)C1=C3C=NNC3=CC=C1C)OC[C@@H]2C)=O)C#N)C